4-{(1R,3R)-2,2-dimethyl-3-[3-(tetrahydrofuran-2-yl)-1,2,4-oxadiazol-5-yl]cyclopropyl}benzenesulfonamide CC1([C@@H]([C@H]1C1=NC(=NO1)C1OCCC1)C1=CC=C(C=C1)S(=O)(=O)N)C